3-hydroxyadamantan-1-ylbicyclo[2.2.1]-5-heptene-2-carboxylate OC12CC3(CC(CC(C1)C3)C2)OC(=O)C2C3C=CC(C2)C3